(R)-2-(5-((6-(((S)-1-(4-(tert-butyl)phenyl)ethyl)carbamoyl)-1-ethyl-2-methyl-1H-indol-3-yl)methyl)-2-chlorophenoxy)propanoic acid C(C)(C)(C)C1=CC=C(C=C1)[C@H](C)NC(=O)C1=CC=C2C(=C(N(C2=C1)CC)C)CC=1C=CC(=C(O[C@@H](C(=O)O)C)C1)Cl